1H,1'H-2,2'-biindole-5,5'-diylbis[1-(phenylacetyl)pyrrolidine-2-carboxamide] N1C(=CC2=CC(=CC=C12)C1(N(CCC1)C(CC1=CC=CC=C1)=O)C(=O)N)C=1NC2=CC=C(C=C2C1)C1(N(CCC1)C(CC1=CC=CC=C1)=O)C(=O)N